O1C(=CC2=C1C=CC=C2)C2=NC1=C(C=C(C=C1C=C2C(=O)O)Cl)C 2-(1-benzofuran-2-yl)-6-chloro-8-methylquinoline-3-carboxylic acid